BrC=1N(N=C2C=CC(=CC12)C#N)CC1=C2C=CN(C2=C(C=C1OC)C)C(=O)OC(C)(C)C tert-butyl 4-((3-bromo-5-cyano-2H-indazol-2-yl)methyl)-5-methoxy-7-methyl-1H-indole-1-carboxylate